2-((1,2,3,4-tetrahydroisoquinolin-7-yl)amino)-5-(trifluoromethyl)pyrimidin C1NCCC2=CC=C(C=C12)NC1=NC=C(C=N1)C(F)(F)F